S1C=CC2=NC=C(C=C21)O[C@@H]2CC[C@H](CC2)N2C(N(CC2=O)C2=CC(=CC=C2)C(F)(F)F)=O 3-[trans-4-(thieno[3,2-b]pyridin-6-yloxy)cyclohexyl]-1-[3-(trifluoromethyl)phenyl]-2,4-imidazolidinedione